5-(4-(6-(((1R,3s,5S)-9-azabicyclo[3.3.1]nonan-3-yl)(methyl)amino)pyridazin-3-yl)-2-fluoro-5-hydroxyphenyl)-2-methylpyridazin [C@H]12CC(C[C@H](CCC1)N2)N(C2=CC=C(N=N2)C2=CC(=C(C=C2O)C=2C=CN(NC2)C)F)C